[PH2](O)=O.C1(=CC=CC=C1)C=1C(=C(C(=O)[Na])C(=CC1C)C)C phenyl-2,4,6-trimethylbenzoyl-sodium phosphinate